C(C1=CC=CC=C1)OCC1=C(C=C(C=C1)Cl)[N+](=O)[O-] 1-((benzyloxy)methyl)-4-chloro-2-nitrobenzene